NC1=C(C(=O)O)C=C(C(=C1)Br)OCC1=CC=CC=C1 2-amino-5-(benzyloxy)-4-bromobenzoic Acid